tert-butyl (4R)-4-{[1-(tert-butoxycarbonyl)-5,5-dimethyl-2-oxopyrrolidin-3-yl](hydroxy)methyl}-2,2-dimethyl-1,3-oxazolidine-3-carboxylate C(C)(C)(C)OC(=O)N1C(C(CC1(C)C)C([C@@H]1N(C(OC1)(C)C)C(=O)OC(C)(C)C)O)=O